C1(CC1)C1=C2CCN(C2=CC(=C1)C#N)S(=O)(=O)C1=C2C=CN=C(C2=CC=C1)O 4-cyclopropyl-1-[(1-hydroxy-5-isoquinolinyl)sulfonyl]indoline-6-carbonitrile